zirconium germanium osmium [Os].[Ge].[Zr]